Cacodylic acid, sodium salt [Na+].[As]([O-])(=O)(C)C